N1CCC(CC1)N1N=CC(=C1)C1=NC2=CC=CC=C2C(=C1)C(CCN)N (2-(1-(piperidin-4-yl)-1H-pyrazol-4-yl)quinolin-4-yl)propane-1,3-diamine